C(C)(C)(C)OC(=O)N(C1=CC(=NC=2N1N=CC2C(C)C)NC[C@H]2[C@H](CN(CC2)C(=O)OC(C)(C)C)O)CC2=CN=CS2 Tert-butyl (3R,4S)-4-(((7-((tert-butoxycarbonyl) (thiazol-5-ylmethyl) amino)-3-isopropylpyrazolo[1,5-a]pyrimidin-5-yl) amino) methyl)-3-hydroxypiperidine-1-carboxylate